C(#N)C(CN(C(OC(C)(C)C)=O)C1=CC=CC2=CC=C(C=C12)C1=NC=CC(=C1)NC(C)=O)=C tert-butyl N-(2-cyano-2-methylideneethyl)-N-[7-(4-acetamidopyridin-2-yl)naphthalen-1-yl]carbamate